(E)-1-nitrobut-1-ene [N+](=O)([O-])\C=C\CC